[Te].[Ca] calcium-tellurium